β-fluoro-7-[5-(methyl-3-[(4,4,5,5,5-pentafluoropentyl)sulfanyl]propylamino)pentyl]estra-1,3,5(10)-trien FC(CC1[C@H]2[C@@H]3CCC[C@@]3(C)CC[C@@H]2C=2C=CC=CC2C1)CCCN(CCCSCCCC(C(F)(F)F)(F)F)C